P(=O)(OC=1NC=CC1)([O-])[O-].[Na+].[Na+] sodium azolyl phosphate